BrC1=NC(=CC(=C1)N(C(OC(C)(C)C)=O)C(=O)OC(C)(C)C)C(=C)C tert-butyl (2-bromo-6-(prop-1-en-2-yl)pyridin-4-yl)(tert-butoxycarbonyl)carbamate